4-Hydroxy-octadecanoic acid OC(CCC(=O)O)CCCCCCCCCCCCCC